OCCN1CCC(CC1)C=1C=CC2=C(NC(=N2)NC2=NC3=CC=C(C=C3C=C2)C#N)C1 2-((6-(1-(2-hydroxyethyl)piperidin-4-yl)-1H-benzo[d]imidazol-2-yl)amino)quinoline-6-carbonitrile